C(C)(C)(C)OC(NCCN1N=C2C(=NC=3C=C(C=CC3C2=C1)C=1SC=CC1)N)=O N-{2-[4-amino-7-(thiophen-2-yl)-2H-pyrazolo[3,4-c]quinolin-2-yl]ethyl}carbamic acid tert-butyl ester